3-(2-(5-((5-amino-7-fluoroimidazo[1,2-c]quinazolin-2-yl)methyl)-3,4-dihydroisoquinolin-2(1H)-yl)-2-oxoethyl)benzonitrile NC1=NC=2C(=CC=CC2C=2N1C=C(N2)CC2=C1CCN(CC1=CC=C2)C(CC=2C=C(C#N)C=CC2)=O)F